CC=1OC(=NN1)C(=O)N1C(C2=C(CC1)NC=N2)C2=NN1C(C=CC=C1C)=C2 2-methyl-5-[4-{7-methylpyrazolo[1,5-a]pyridin-2-yl}-1H,4H,5H,6H,7H-imidazo[4,5-c]pyridine-5-carbonyl]-1,3,4-oxadiazole